N1CC(C1)N1C=2C=CC(=CC2OC=2C=C(C=NC12)C=1C=C2C=NNC2=CC1)C=1C=C2C=NNC2=CC1 2-(azetidin-3-yl)-6,12-bis-(1H-indazol-5-yl)-9-oxa-2,4-diazatricyclo[8.4.0.0^{3,8}]tetradeca-1(10),3(8),4,6,11,13-hexaene